(1-(2'-(morpholine-4-carbonyl)-[1,1'-biphenyl]-4-yl)-2-oxopiperidin-3-yl)-3-(4-(trifluoromethyl)phenyl)urea N1(CCOCC1)C(=O)C1=C(C=CC=C1)C1=CC=C(C=C1)N1C(C(CCC1)NC(=O)NC1=CC=C(C=C1)C(F)(F)F)=O